N2-(furan-2-ylmethyl)-N4,N-dimethylquinazoline-2,4-diamine O1C(=CC=C1)CN(C1=NC2=CC=CC=C2C(=N1)NC)C